ClC1=C(C=CC=C1C1=NN(C=C1)CC)SC=1N=NC(=CC1)N1CCC2([C@@H]([C@@H](OC2)C)N)CC1 (3S,4S)-8-(3-((2-chloro-3-(1-ethyl-1H-pyrazole-3-yl)phenyl)mercapto)pyridazine-6-yl)-3-methyl-2-oxa-8-azaspiro[4.5]decane-4-amine